BrC1=C(N=C2N(C1=O)C=CS2)N[C@@H]2C[C@@H](CN(C2)C)C2=CC=C(OCCCCCOC1=C3C(N(C(C3=CC=C1)=O)C1C(NC(CC1)=O)=O)=O)C=C2 4-[5-[4-[(3R,5R)-5-[(6-bromo-5-oxo-thiazolo[3,2-a]pyrimidin-7-yl)amino]-1-methyl-3-piperidyl]phenoxy]pentoxy]-2-(2,6-dioxo-3-piperidyl)isoindoline-1,3-dione